2-((3R,4R,6R)-4-(3,4-difluoro-2-methoxyphenyl)-6-methyl-6-(trifluoromethyl)tetrahydro-2H-pyran-3-yl)-4-oxo-1,4-dihydro-1,6-naphthyridine-5-carboxylic acid FC=1C(=C(C=CC1F)[C@H]1[C@@H](CO[C@](C1)(C(F)(F)F)C)C=1NC=2C=CN=C(C2C(C1)=O)C(=O)O)OC